7-(N,N'-diethylamino)coumarin palladium-zinc [Zn].[Pd].C(C)N(CC)C1=CC=C2C=CC(OC2=C1)=O